3-(1-(((1S,2R,5S)-6,6-dimethylbicyclo[3.1.1]heptan-2-yl)methyl)-5-methyl-1H-1,2,3-triazol-4-yl)-6-fluoropyridinecarboxylic acid methyl ester COC(=O)C1=NC(=CC=C1C=1N=NN(C1C)C[C@H]1[C@H]2C([C@@H](CC1)C2)(C)C)F